C(C)(C)(C)[Si](C1=CC(=NN1C)NCC(=O)NCC(=O)O)(F)C(C)(C)C [({5-[di(tert-butyl)(fluoro)silyl]-1-methyl-3-pyrazolylamino}methyl)carbonylamino]acetic acid